FC=1C=CC(=NC1C(F)(F)F)[C@@H](N1C[C@@H](N(C[C@H]1C)C=1N(C=2N3C(N=CC2N1)=NN=C3)C[C@H]3OCCC3)C)C3=CC=C(C=C3)F ((2S,5R)-4-((S)-(5-Fluoro-6-(trifluoromethyl)pyridin-2-yl)(4-fluorophenyl)methyl)-2,5-dimethylpiperazin-1-yl)-1-(((S)-tetrahydrofuran-2-yl)methyl)-1H-[1,2,4]triazolo[3,4-b]purine